3-(2-(1-fluorocyclopropyl)-3H-imidazo[4,5-b]pyridin-7-yl)-3,8-diazabicyclo[3.2.1]octane-8-carboxylic acid tert-butyl ester C(C)(C)(C)OC(=O)N1C2CN(CC1CC2)C2=C1C(=NC=C2)NC(=N1)C1(CC1)F